NC1=NC(=NN1S(=O)(=O)C1=CC=CC2=CC(=CC=C12)C#N)NC=1C=C(C(C#N)=CC1)C#N 4-[[5-amino-1-[(6-cyano-1-naphthyl)sulfonyl]-1,2,4-triazol-3-yl]amino]-phthalonitrile